N=1C=NN2C1C=CC(=C2)C2=C(C=1CCCC1C=C2)N 5-([1,2,4]triazolo[1,5-a]pyridin-6-yl)-2,3-dihydro-1H-inden-4-amine